COC=1C=C(C=CC1OC)C=1C=C(C(=NC1)N)C1=CC(=CC=C1)N(C)C 5-(3,4-dimethoxyphenyl)-3-[3-(dimethylamino)phenyl]pyridin-2-amine